(±)-(1R,2R)-methyl-2-((4-(4-(((cyclopentyl(methyl)carbamoyl)oxy)methyl)-3-methylisoxazol-5-yl)phenoxy)methyl)cyclobutane-1-carboxylate COC(=O)[C@H]1[C@@H](CC1)COC1=CC=C(C=C1)C1=C(C(=NO1)C)COC(N(C)C1CCCC1)=O |r|